Cl.C(OC=1C=C(C=CC1)CCN)([2H])([2H])[2H] 2-(3-(methoxy-d3)phenyl)ethan-1-amine hydrochloride